ON=C(CCC1=CC=CC=C1)N N'-hydroxy-3-phenylpropanimidamide